propyl triethyl orthocarbonate C(OCCC)(OCC)(OCC)OCC